OC1=CC=C(C(=O)OCCCCCCCCCCCCCCCCCCC)C=C1 nonadecyl 4-hydroxybenzoate